FC(S(=O)(=O)NC1=C(C=C(C=C1)C1=NNC(=C1C(=O)N)NC1=NOC(=C1)C(C)(C)F)O[C@@H](C)C1=CC=C(C=C1)F)F (S)-3-(4-((difluoromethyl)sulfonamido)-3-(1-(4-fluorophenyl)ethoxy)phenyl)-5-((5-(2-fluoropropan-2-yl)isoxazol-3-yl)amino)-1H-pyrazole-4-carboxamide